ClC1=CC=C(CN2CC3C(C2)CN(C3)C(=O)N3N=C(C=C3)C(=O)N)C=C1 1-(5-(4-chlorobenzyl)octa-hydropyrrolo[3,4-c]pyrrole-2-carbonyl)-1H-pyrazole-3-carboxamide